1-(((1S,4R,5S)-2-acetyl-2-azabicyclo[2.2.1]heptan-5-yl)methyl)-3-(5-chloro-4-(5,5-dimethyl-5,6-dihydro-4H-pyrrolo[1,2-b]pyrazol-3-yl)pyridin-2-yl)urea C(C)(=O)N1[C@H]2C[C@@H]([C@H](C1)C2)CNC(=O)NC2=NC=C(C(=C2)C2=C1N(N=C2)CC(C1)(C)C)Cl